FC1=C(C=CC(=C1)[C@H]1NCCC1)C=1N=C2SC3=C(N2C1CO)C=CC(=C3)C(=O)NCCCN3CCC(CC3)F (S)-2-(2-fluoro-4-(pyrrolidin-2-yl)phenyl)-N-(3-(4-fluoropiperidin-1-yl)propyl)-3-(hydroxymethyl)benzo[d]imidazo[2,1-b]thiazole-7-carboxamide